C12COCC(N1C=1SC3=C(N1)C=CC(=C3C(=O)NC=3C=NC(=CC3C(NC31CC(C3)(C1)C#N)=O)OC)OC)C2 2-(3-Oxa-6-azabicyclo[3.1.1]heptan-6-yl)-N-(4-((3-cyanobicyclo[1.1.1]pentan-1-yl)carbamoyl)-6-methoxypyridin-3-yl)-6-methoxybenzo[d]thiazole-7-carboxamide